FC=1C=C(CN2C3=C(C(CCC2=O)=O)C=CC(=C3)C#C[Si](C)(C)C)C=CC1C 1-(3-fluoro-4-methylbenzyl)-8-((trimethylsilyl)ethynyl)-3,4-dihydro-1H-benzo[b]azepine-2,5-dione